FC(COP(=O)(OCC(F)(F)F)[O-])(F)F.[K+] potassium bis(2,2,2-trifluoroethyl)phosphate